Cl.Cl.FC1=C(C=CC(=C1)C1NCCC1)C=1N=C2SC3=C(N2C1)C=C(C(=C3)C(=O)NC3CCN(CC3)C)OC (2-fluoro-4-(pyrrolidin-2-yl)phenyl)-6-methoxy-N-(1-methylpiperidin-4-yl)benzo[d]imidazo[2,1-b]thiazole-7-carboxamide dihydrochloride